9-(((trifluoromethyl)sulfonyl)oxy)-3-azaspiro[5.5]undec-8-ene-3-carboxylic acid tert-butyl ester C(C)(C)(C)OC(=O)N1CCC2(CC1)CC=C(CC2)OS(=O)(=O)C(F)(F)F